7-((5-Chloro-4-(indolin-1-yl)pyrimidin-2-yl)amino)-6-methoxy-3,4-dihydroisoquinolin ClC=1C(=NC(=NC1)NC1=C(C=C2CCN=CC2=C1)OC)N1CCC2=CC=CC=C12